BrC=1C2=C(C(N(C1)CC1=C(C=C(C=C1F)C=1C3=CN(N=C3C=CC1)C)F)=O)C=CO2 7-bromo-5-(2,6-difluoro-4-(2-methyl-2H-indazol-4-yl)benzyl)furo[3,2-c]pyridin-4(5H)-one